3,5-diphenyl-1H-pyrazolo[3,4-b]pyridine C1(=CC=CC=C1)C1=NNC2=NC=C(C=C21)C2=CC=CC=C2